4-(4-{1-[(4-methylphenyl)dioxy-lambda6-thio]-3-(2-methylpyrazol-3-yl)pyrrolo[2,3-b]pyridin-5-yl}phenyl)piperazine-1-carboxylic acid 2-methylpropan-2-yl ester CC(C)(C)OC(=O)N1CCN(CC1)C1=CC=C(C=C1)C=1C=C2C(=NC1)N(C=C2C=2N(N=CC2)C)[SH4]OOC2=CC=C(C=C2)C